CN1N=CC(=C1OCCN)C=1C=C2C(=NN(C2=CC1)C1OCCCC1)C#C[Si](C(C)C)(C(C)C)C(C)C 2-[2-methyl-4-[1-tetrahydropyran-2-yl-3-(2-triisopropylsilylethynyl)indazol-5-yl]pyrazol-3-yl]oxyethanamine